C1(=CC=CC=C1)S(=O)(=O)OC1=CC=C(C=C1)NC(=O)NC1=CC=C(C=C1)OS(=O)(=O)C1=CC=C(C=C1)OC N-[4-(phenylsulfonyloxy)phenyl]-N'-[4-(p-methoxyphenylsulfonyloxy)phenyl]urea